2-(5-Cyclopropyl-4-((S)-4-((R)-2-fluoro-3,3-dimethylbutanoyl)-2-methylpiperazin-1-yl)-7H-pyrrolo[2,3-d]pyrimidin-7-yl)isonicotinonitrile C1(CC1)C1=CN(C=2N=CN=C(C21)N2[C@H](CN(CC2)C([C@@H](C(C)(C)C)F)=O)C)C=2C=C(C#N)C=CN2